CS(=O)(=O)O[C@H](CCNC(=O)OCC1=CC=CC=C1)C [(1S)-3-(benzyloxycarbonylamino)-1-methyl-propyl] methanesulfonate